(1S,3S,5S)-5-methyl-2-((4-phenoxybenzoyl)glycinyl)-2-azabicyclo[3.1.0]hexane-3-carboxamide C[C@@]12C[C@H](N([C@H]2C1)C(CNC(C1=CC=C(C=C1)OC1=CC=CC=C1)=O)=O)C(=O)N